BrC1=C(C=C(C=C1)C(C(F)(F)F)(C(F)(F)F)O)C(F)(F)F 2-(4-bromo-3-(trifluoromethyl)phenyl)-1,1,1,3,3,3-hexafluoropropan-2-ol